FC=1C=C(CNC(CC=2C=CC=3C4=C(NC3C2)C=CC=N4)=O)C=CC1 N-(3-fluorobenzyl)-2-(5H-pyrido[3,2-b]indol-7-yl)acetamide